CON(C(=O)C1=CC(=C(COC2=CC=CC(=N2)N2C[C@@H](N(CC2)C(=O)OC(C)(C)C)C)C=C1)C)C tert-butyl (S)-4-(6-((4-(methoxy(methyl)-carbamoyl)-2-methylbenzyl)oxy)pyridin-2-yl)-2-methylpiperazine-1-carboxylate